(dimethylamino)-7-fluoro-8-(2,3,5-trifluorophenyl)quinoline-3-carboxylic acid CN(C)C1=NC2=C(C(=CC=C2C=C1C(=O)O)F)C1=C(C(=CC(=C1)F)F)F